FC=1C=CC=C2C(N(C(NC12)=O)C1=C(C(=CC=C1)C1=CC=C2N1C1=CC=C(C=C1NC2=O)C(=O)N2CCN(CC2)C)C)=O 8-fluoro-3-(2-methyl-3-(7-(4-methylpiperazine-1-carbonyl)-4-oxo-4,5-dihydropyrrolo[1,2-a]quinoxalin-1-yl)phenyl)quinazoline-2,4(1H,3H)-dione